OCCCCC(C)C1C(=C(NC(=C1C(=O)OCC)C)C)C(=O)OCC diethyl 4-(6-hydroxyhex-2-yl)-2,6-dimethyl-1,4-dihydropyridine-3,5-dicarboxylate